[Cl-].P(OOCC)(OOCC)([O-])=S diethoxy phosphorothioate chloride